(2S,4R)-4-((tert-butyldimethylsilyl)oxy)-1-(2-(3-(hydroxymethyl)isoxazol-5-yl)-3-methylbutanoyl)-N-((S)-1-(4-(4-methylthiazol-5-yl)phenyl)ethyl)pyrrolidine-2-carboxamide [Si](C)(C)(C(C)(C)C)O[C@@H]1C[C@H](N(C1)C(C(C(C)C)C1=CC(=NO1)CO)=O)C(=O)N[C@@H](C)C1=CC=C(C=C1)C1=C(N=CS1)C